C(C)OC(=O)C1=NC=C(N=C1N)C(F)(F)F.COC1=C(C=C(C(=N1)C)NC(C1=C(N=CC(=C1)C(F)(F)F)NC1=C(C=C(C=C1)OC(F)(F)F)C)=O)C N-(6-methoxy-2,5-dimethylpyridin-3-yl)-2-((2-methyl-4-(trifluoromethoxy)phenyl)amino)-5-(trifluoromethyl)nicotinamide ethyl-3-amino-5-(trifluoromethyl)pyrazine-2-carboxylate